trans-trans-2,4-nonadienal C(\C=C\C=C\CCCC)=O